FC=1C=CC(=NC1)C1=NN2C(O[C@@H](C[C@H]2C)C)=C1C1=C2C(=NC(=C1)C)NN=C2 (5r,7r)-2-(5-fluoro-2-pyridinyl)-5,7-dimethyl-3-(6-methyl-1H-pyrazolo[3,4-b]pyridin-4-yl)-6,7-dihydro-5H-pyrazolo[5,1-b][1,3]oxazine